1-{4-[(3-bromo-1-{[2-(trimethylsilyl)ethoxy]methyl}-1H-pyrrolo[2,3-b]pyridin-4-yl)oxy]-3,5-difluorophenyl}-3-(oxetan-3-ylmethyl)urea BrC1=CN(C2=NC=CC(=C21)OC2=C(C=C(C=C2F)NC(=O)NCC2COC2)F)COCC[Si](C)(C)C